C(=C)[N+]1=CNC=C1 3-vinylimidazolium